tert-butyl 6-(4-(tert-butyloxycarbonyl)piperazin-1-yl)pyridazine-3-carboxylate C(C)(C)(C)OC(=O)N1CCN(CC1)C1=CC=C(N=N1)C(=O)OC(C)(C)C